6-ethyl-2-methyl-7-(piperazin-1-yl)pyrido[2,3-b]thieno[2,3-e]pyrazin-8(5H)-one trifluoroacetate FC(C(=O)O)(F)F.C(C)C1=C(C(C=2C(=NC3=C(N2)SC(=C3)C)N1)=O)N1CCNCC1